C1CN(CCC12COCC#CCOC2)C(=O)OC(C)(C)C Tert-butyl 8,13-dioxa-3-azaspiro[5.8]tetradecane-10-yne-3-carboxylate